(+)-Mannose C([C@@H]1[C@H]([C@@H]([C@@H](C(O1)O)O)O)O)O